6-((2-(3-(dimethylamino)pyrrolidin-1-yl)ethoxy)methyl)pyridin (S)-tert-butyl-5-amino-4-(5-fluoro-6-(4-formylpiperidin-1-yl)-1,3-dioxoisoindolin-2-yl)-5-oxopentanoate C(C)(C)(C)OC(CC[C@@H](C(=O)N)N1C(C2=CC(=C(C=C2C1=O)F)N1CCC(CC1)C=O)=O)=O.CN(C1CN(CC1)CCOCC1=CC=CC=N1)C